tert-butyl 7-[[1-[2-(2,6-dioxo-3-piperidyl)-1,3-dioxo-isoindolin-5-yl]-4-piperidyl]methyl]-2,7-diazaspiro[4.4]nonane-2-carboxylate O=C1NC(CCC1N1C(C2=CC=C(C=C2C1=O)N1CCC(CC1)CN1CC2(CCN(C2)C(=O)OC(C)(C)C)CC1)=O)=O